N-hydroxy-2,2-dimethyl-N-(3,4,5-trifluorobenzyl)butanamide ON(C(C(CC)(C)C)=O)CC1=CC(=C(C(=C1)F)F)F